NC=1C2=C(N=CN1)N(C=C2C2=CC=C(C=C2)NC(=O)NC2=C(C=CC(=C2)C(F)(F)F)F)C 1-(4-(4-Amino-7-methyl-7H-pyrrolo[2,3-d]pyrimidin-5-yl)phenyl)-3-(2-fluoro-5-(trifluoromethyl)phenyl)urea